bis[indol-3-yl]-phenanthren-9-ylmethane N1C=C(C2=CC=CC=C12)C(C=1C2=CC=CC=C2C=2C=CC=CC2C1)C1=CNC2=CC=CC=C12